C(C)(C)(C)C=1C=C(CN(C(CN(S(=O)(=O)C2=C(C(=C(C(=C2F)F)F)F)F)CC2=C(C=C(C=C2F)F)F)=O)CCNC2=C(C(C2=O)=O)N(C)C)C=C(C1)C1CC1 N-(3-(tert-butyl)-5-cyclopropylbenzyl)-N-(2-((2-(dimethylamino)-3,4-dioxocyclobut-1-en-1-yl)amino)ethyl)-2-(N-(2,4,6-trifluorobenzyl)-(2,3,4,5,6-pentafluorophenyl)sulfonamido)acetamide